C(C(C)C)OC(C1=CC(=C(C(=C1)N)Cl)N)=O 4-chloro-3,5-diaminobenzoic acid isobutyl ester